2-isopropyl-1,3-dimethoxy-5-methylbenzene C(C)(C)C1=C(C=C(C=C1OC)C)OC